1,2-di-arachidonoyl-sn-glycero-3-phosphorylethanolamine C(CCC\C=C/C\C=C/C\C=C/C\C=C/CCCCC)(=O)OC[C@@H](OC(CCC\C=C/C\C=C/C\C=C/C\C=C/CCCCC)=O)COP(=O)(O)OCCN